C1(CC1)NC(NC=1C=C(C2=C(N=C(N=C2)S(=O)(=O)C)N1)C#C[Si](C(C)C)(C(C)C)C(C)C)=O 3-cyclopropyl-1-{2-methanesulfonyl-5-[2-(triisopropylsilyl)ethynyl]pyrido[2,3-d]pyrimidin-7-yl}urea